C(C)(C)N1N=CC=2CC3(CCN(CC3)C(=O)C3=CC(=NC(=C3)OC)C3=CC=C(C(=O)O)C=C3)CC(C12)=O 4-(4-(1-isopropyl-7-oxo-1,4,6,7-tetrahydrospiro[indazole-5,4'-piperidin]-1'-carbonyl)-6-methoxypyridin-2-yl)benzoic acid